6-(3-Fluoro-5-isobutoxyphenyl)-N-(3-methylsulfonylpyrrolidin-1-yl)sulfonyl-2-[(4S)-2,2,4-trimethylpyrrolidin-1-yl]pyridin-3-carboxamid FC=1C=C(C=C(C1)OCC(C)C)C1=CC=C(C(=N1)N1C(C[C@@H](C1)C)(C)C)C(=O)NS(=O)(=O)N1CC(CC1)S(=O)(=O)C